ClC1=CC=C(C=C1)C1C(C)O1 trans-1-(4-chlorophenyl)propylene oxide